9-chloro-6,7,8,9-tetrahydrobenzo-1,8-naphthyridine ClC1CCCC=2C=C3C=CC=NC3=NC21